{(S)-15-[(E)-3-(5-Chloro-2-tetrazol-1-yl-phenyl)-acryloylamino]-9-oxo-10-oxa-8,17,19-triaza-tricyclo[14.2.1.02,7]nonadeca-1(18),2,4,6,16(19)-pentaen-5-yl}-carbamic Acid methyl ester COC(NC1=CC=C2C3=CNC([C@H](CCCCOC(NC2=C1)=O)NC(\C=C\C1=C(C=CC(=C1)Cl)N1N=NN=C1)=O)=N3)=O